CC(C(C=O)C(=O)N)(C)C 3,3-dimethyl-1-oxobutan-2-yl-carboxamide